NCCCCCCCCCN1C=CC=2C(=CC=CC12)C(=O)NC=1C=CC(N(C1)CC(=O)OCC)=O Ethyl 2-[5-[[1-(9-aminononyl) indole-4-carbonyl]amino]-2-oxo-1-pyridyl]acetate